4-(5-(2-(3,3-dimethyl-3H-indol-2-yl)vinyl)thiophen-2-yl)-N,N-diphenylaniline CC1(C(=NC2=CC=CC=C12)C=CC1=CC=C(S1)C1=CC=C(N(C2=CC=CC=C2)C2=CC=CC=C2)C=C1)C